4-[[3-[3-(Morpholine-4-carbonyl)phenyl]-1H-pyrazol-4-yl]oxy]benzonitrile N1(CCOCC1)C(=O)C=1C=C(C=CC1)C1=NNC=C1OC1=CC=C(C#N)C=C1